C(C)C(C)(N)C1=CN=C(C2=CC=CC=C12)OC ethyl-1-(1-methoxyisoquinolin-4-yl)ethan-1-amine